N,N-dipropylaminoethylamine C(CC)NN(NCCC)CC